2-methylsulfonyl-propionamide CS(=O)(=O)C(C(=O)N)C